bis(diphenylphosphino)-4,4',6,6'-tetramethoxybiphenyl C1(=CC=CC=C1)P(C1=CC=CC=C1)C=1C(=C(C(=CC1OC)OC)C1=CC=C(C=C1OC)OC)P(C1=CC=CC=C1)C1=CC=CC=C1